CC1=CC(=NS1)CN (5-methylisothiazol-3-yl)methanamine